ClC1=CC=C(C(=N1)C=1C(=NNC1)C)OC(C)C=1C=2C3=C(N(C(C2C=C(C1)C)=O)C)N(N=C3)CC 9-(1-((6-chloro-2-(3-methyl-1H-pyrazol-4-yl)pyridin-3-yl)oxy)ethyl)-3-ethyl-4,7-dimethyl-3,4-dihydro-5H-pyrazolo[3,4-c]isoquinolin-5-one